P(=O)(O)(O)OCCN e-phospho-ethanolamine